FC(C1=CC=C(N=N1)N)(F)F 6-(trifluoromethyl)pyridazin-3-amine